ClC[C@@H](CO)O |r| (+-)-3-chloro-1,2-propanediol